4,6-dichloro-2-methyl-5-pyrimidineformaldehyde ClC1=NC(=NC(=C1C=O)Cl)C